methyl 4-(5-((tert-butoxycarbonyl)amino)-6-methylpyridin-2-yl)-1-methyl-1H-1,2,3-triazole-5-carboxylate C(C)(C)(C)OC(=O)NC=1C=CC(=NC1C)C=1N=NN(C1C(=O)OC)C